2-(methanesulfonyl)-4-(methylsulfanyl)-7-(trifluoromethyl)imidazo[2,1-f][1,2,4]triazine CS(=O)(=O)C1=NN2C(C(=N1)SC)=NC=C2C(F)(F)F